FC1=C2C(NC(=NC2=CC(=C1)OC[C@@H]1COCC1)CSC1CCOCC1)=O (S)-5-Fluoro-2-(((tetrahydro-2H-pyran-4-yl)thio)methyl)-7-((tetrahydrofuran-3-yl)methoxy)quinazolin-4(3H)-one